C(CCC)C1CCCCC2=C1N(C1=C(C=CC=C21)C(=O)O)CC2=CC(=CC=C2)C#N 6-butyl-5-[(3-cyanophenyl)methyl]-5H,6H,7H,8H,9H,10H-cyclohepta[b]indole-4-carboxylic acid